NC1=C(C2=C(S1)C(C(CC2)(COC(F)F)C#N)=O)C(=O)O 2-Amino-6-cyano-6-((difluoromethoxy)methyl)-7-oxo-4,5,6,7-tetrahydrobenzo[b]thiophene-3-carboxylic acid